FC(COC(C(=C)C)=O)(F)F methacrylic acid-2,2,2-trifluoroethyl ester